2-(2,6-dioxopiperidin-3-yl)-5-((3-(3-(4-phenylpiperidin-1-yl)phenyl)propyl)amino)isoindoline-1,3-dione O=C1NC(CCC1N1C(C2=CC=C(C=C2C1=O)NCCCC1=CC(=CC=C1)N1CCC(CC1)C1=CC=CC=C1)=O)=O